ClC1=C(C=CC=C1)N1C(=CC2=CC=CC=C12)C(=O)OC methyl 1-(2-chlorophenyl)indole-2-carboxylate